2-methoxy-3,4-dimethyl-5,7-dihydro-6H-pyrrolo[3,4-b]Pyridine-6-carboxylic acid tert-butyl ester C(C)(C)(C)OC(=O)N1CC2=NC(=C(C(=C2C1)C)C)OC